C(C(C)(C)C)(=O)OO pivaloyl hydroperoxide